bicyclo[6.1.0]non-2-yne C12C#CCCCCC2C1